FC1=C(C=C(C=C1)C)NC(=O)N N-(2-fluoro-5-methylphenyl)urea